bis-(N,N-dimethylaminoethyl) ether CN(C)CCOCCN(C)C